4-(4-fluorophenyl)cyclohexan-1-one FC1=CC=C(C=C1)C1CCC(CC1)=O